7-(6-chloropyrazin-2-yl)-2-(2,5-dimethyl-1H-pyrrol-1-yl)-8-methyl-[1,2,4]triazolo-[1,5-a]pyridine ClC1=CN=CC(=N1)C1=C(C=2N(C=C1)N=C(N2)N2C(=CC=C2C)C)C